C(CCCCCCCC)[Ca]CCCCCCCCC.C1(=CC=CC2=CC=CC=C12)S(=O)(=O)O naphthalenesulfonic acid dinonyl-calcium salt